phenyl-2-(dimethylamino)-2-phenylacetic acid hydrochloride Cl.C1(=CC=CC=C1)C(C(=O)O)(C1=CC=CC=C1)N(C)C